3,6-dichloro-1-(3-((1-(2-(1,1-difluoroethyl)pyridin-3-yl)-5-methyl-4-nitro-1H-pyrazol-3-yl)oxy)propyl)-1H-pyrazolo[3,4-d]pyrimidine ClC1=NN(C2=NC(=NC=C21)Cl)CCCOC2=NN(C(=C2[N+](=O)[O-])C)C=2C(=NC=CC2)C(C)(F)F